COC=1C=C(C=CC1NCC#C)N(S(=O)(=O)C)C N-(3-methoxy-4-(prop-2-yn-1-ylamino)phenyl)-N-methylmethanesulfonamide